ClC1=C(C=2N=C(N=C3C2C(=N1)OC(CN3C)C)OC[C@]31CCCN1C[C@@H](C3)F)F 5-chloro-4-fluoro-2-(((2R,7aS)-2-fluorotetrahydro-1H-pyrrolizin-7a(5H)-yl)methoxy)-8,10-dimethyl-9,10-dihydro-8H-7-oxa-1,3,6,10-tetraazacyclohepta[de]naphthalene